acetic acid 3-methoxy-3-methylbutyl-(3-methoxy-3-methylbutyl-acetate) COC(CCC(C(=O)O)CCC(C)(C)OC)(C)C.C(C)(=O)O